4-chloro-N-(1-(2-hydroxyphenyl)-7-methoxynaphthalen-2-yl)benzamide ClC1=CC=C(C(=O)NC2=C(C3=CC(=CC=C3C=C2)OC)C2=C(C=CC=C2)O)C=C1